5-fluoro-4-iodo-1H-pyrazolo[3,4-b]pyridine FC=1C(=C2C(=NC1)NN=C2)I